ClC1=C(C=CC=C1C1=NC(=C(N=C1)CNCC1NC(CC1)=O)OC)C1=C(C(=CC=C1)C=1OC2=C(N1)C=C(C(=C2)OC(F)F)CN2[C@@H](CCC2)C(=O)O)C ((2-(2'-chloro-3'-(6-methoxy-5-((((5-oxopyrrolidin-2-yl)methyl)amino)methyl)pyrazin-2-yl)-2-methyl-[1,1'-biphenyl]-3-yl)-6-(difluoromethoxy)benzo[d]oxazol-5-yl)methyl)-L-proline